FC(C(C(F)(F)[SiH3])(F)F)(CCC(F)(F)F)F nonafluorohexylsilane